1-(4-((2-bromo-(1,1'-biphenyl)-3-yl)methoxy)-5-chloro-2-((5-cyanopyridin-3-yl)methoxy)benzyl)pyrrolidine-2-carboxylic acid ethyl ester C(C)OC(=O)C1N(CCC1)CC1=C(C=C(C(=C1)Cl)OCC=1C(=C(C=CC1)C1=CC=CC=C1)Br)OCC=1C=NC=C(C1)C#N